Cl.Cl.C(C)(C)C1=CC=C(C=C1)C=1N=C2N(C=CC=N2)C1CN1CC2COCC(C1)N2 7-{[2-(4-Isopropylphenyl)imidazo[1,2-a]pyrimidin-3-yl]methyl}-3-oxa-7,9-diazabicyclo[3.3.1]nonan-Dihydrochlorid